(2S)-2-[[4-[2-(2-amino-4-oxo-3H-pteridin-6-yl)ethylamino]benzoyl]amino]hex-5-ynoic acid NC1=NC2=NC=C(N=C2C(N1)=O)CCNC1=CC=C(C(=O)N[C@H](C(=O)O)CCC#C)C=C1